1-sec-Butyl-7-[((R)-cyclopropyl-chinolin-3-yl-methyl)-amino]-1H-pyrazolo[4,3-d]pyrimidin C(C)(CC)N1N=CC=2N=CN=C(C21)N[C@@H](C=2C=NC1=CC=CC=C1C2)C2CC2